((6-hydroxy-5'-methyl-4-pentyl-1',2',3',4'-tetrahydro-[1,1'-biphenyl]-2-yl)oxy)methyl diphenyl phosphate P(=O)(OCOC1=C(C(=CC(=C1)CCCCC)O)C1CCCC(=C1)C)(OC1=CC=CC=C1)OC1=CC=CC=C1